9-(4-(4-(2-aminopropan-2-yl)-1H-1,2,3-triazol-1-yl)benzyl)-2-(2-isopropylphenyl)-7,9-dihydro-8H-purin-8-one NC(C)(C)C=1N=NN(C1)C1=CC=C(CN2C3=NC(=NC=C3NC2=O)C2=C(C=CC=C2)C(C)C)C=C1